8-(cyclopropylmethyl)-7-(7-fluoro-5-methoxycarbonyl-1-methyl-benzoimidazol-2-yl)-3,3-dimethyl-2-oxo-pyrrolo[3,2-g]indole-1-carboxylic acid tert-butyl ester C(C)(C)(C)OC(=O)N1C(C(C=2C=CC=3C=C(N(C3C21)CC2CC2)C2=NC1=C(N2C)C(=CC(=C1)C(=O)OC)F)(C)C)=O